C1(CC1)C(=O)NC=1C=C(C(=O)NCCOC2=C(C=C(C=C2)C(F)(F)F)F)C=CN1 2-(cyclopropanecarboxamido)-N-(2-(2-fluoro-4-(trifluoromethyl)phenoxy)ethyl)isonicotinamide